FC1=CC=C(C=C1)C1=C(N(C2=C1C=C1C=NNC1=C2)C2=CC=C(C(=O)O)C=C2)C2CCOCC2 4-[5-(4-fluorophenyl)-6-tetrahydropyran-4-yl-1H-pyrrolo[3,2-f]indazol-7-yl]benzoic Acid